Cl.Cl.C(C)(C)N1CCN(CC1)C=1C=CC(=NC1)NC=1N=CC2=C(N1)N1C(=C2)C(NCC12CCCCC2)=O 2'-((5-(4-isopropylpiperazin-1-yl)pyridin-2-yl)amino)-7',8'-dihydro-6'H-spiro[cyclohexane-1,9'-pyrazino[1',2':1,5]pyrrolo[2,3-d]pyrimidin]-6'-one diHCl salt